C1N(CC12COCC2)CC=2C=CC(=NC2)C=2C=NC(=CC2NC2=NC(=NC=C2)C(C)(F)F)NC(C)=O N-(5-((6-oxa-2-azaspiro[3.4]octan-2-yl)methyl)-4'-((2-(1,1-difluoroethyl)pyrimidin-4-yl)amino)-[2,3'-bipyridin]-6'-yl)acetamide